5-{3-fluoro-4-[4-({[4-(trifluoromethyl)pyridin-2-yl]methyl}carbamoyl)-1H-1,2,3-triazol-1-yl]butyl}-N-{[2-fluoro-5-(trifluoromethoxy)phenyl]methyl}-1,3,4-thiadiazole-2-carboxamide FC(CCC1=NN=C(S1)C(=O)NCC1=C(C=CC(=C1)OC(F)(F)F)F)CN1N=NC(=C1)C(NCC1=NC=CC(=C1)C(F)(F)F)=O